N-[6-(5-chloro-1,3-benzothiazol-2-yl)spiro[3.3]heptan-2-yl]-2-(methylsulfonylmethyl)pyridine-4-carboxamide ClC=1C=CC2=C(N=C(S2)C2CC3(CC(C3)NC(=O)C3=CC(=NC=C3)CS(=O)(=O)C)C2)C1